CC=1SC=C(N1)CO (2-Methylthiazol-4-yl)methanol